C([C@@H](O)C)(=O)[O-].C([C@@H](O)C)(=O)[O-].[Mg+2] magnesium di-L-lactate